4-Amino-2-sec-butyl-2H-pyrazole-3-carboxylic Acid Methyl Ester COC(=O)C=1N(N=CC1N)C(C)CC